CC=1C(=C2C=NNC2=CC1C)C1=C(C=2N=C(N=C(C2C=N1)C12CNCC(C(C1)O)C2)OCC21CCCN1CCC2)F (7-(5,6-dimethyl-1H-indazol-4-yl)-8-fluoro-2-((hexahydro-1H-pyrrolizin-7a-yl)methoxy)pyrido[4,3-d]pyrimidin-4-yl)-3-azabicyclo[3.2.1]octan-6-ol